4-(2-(1H-imidazol-1-yl)ethoxy)benzaldehyde N1(C=NC=C1)CCOC1=CC=C(C=O)C=C1